CC1(CCN(CC1)C(=O)NC1=C(C=CC=C1)N1CCN(CC1)C(C)C)C1=NC(=NO1)C=1C=NC=CC1 4-methyl-N-{2-[4-(propan-2-yl)piperazin-1-yl]phenyl}-4-[3-(pyridin-3-yl)-1,2,4-oxadiazole-5-yl]piperidine-1-carboxamide